CC1=CC=CC(=N1)C1=C(C=NN1)C=1C=C2C(=CC=NC2=CC1)C(=O)OC1CC(C1)N (3-aminocyclobutyl) 6-[5-(6-methyl-2-pyridyl)-1H-pyrazol-4-yl]quinoline-4-carboxylate